C(C)(C)(C)OC(NC1CC(CC1)O)=O (3-hydroxycyclopentyl)carbamic acid tert-butyl ester